S(=O)(=O)=C1C(C(=CC=C1)O)[N+](=O)[O-] Sulfonyl-Nitrophenol